hexa(anilino)cyclotriphosphazene bromine oleate C(CCCCCCC\C=C/CCCCCCCC)(=O)[O-].[Br+].N(C1=CC=CC=C1)P1(=NP(=NP(=N1)(NC1=CC=CC=C1)NC1=CC=CC=C1)(NC1=CC=CC=C1)NC1=CC=CC=C1)NC1=CC=CC=C1